C(#N)C1=C(C=CC(=C1)C(F)(F)F)N1CCC(CC1)(C(=O)N[C@H]1CN(CC1)CCOCCOCCOCCOCCNC(OC(C)(C)C)=O)C=1C=NC(=C(C1)F)C1=C(C=CC=C1)OCC tert-butyl (R)-(14-(3-(1-(2-cyano-4-(trifluoromethyl)-phenyl)-4-(6-(2-ethoxyphenyl)-5-fluoropyridin-3-yl)piperidine-4-carboxamido)pyrrolidin-1-yl)-3,6,9,12-tetraoxatetradecyl)carbamate